FC(CCCCCCC)S(=O)(=O)[O-] fluorooctanesulfonate